C(CC(O)(C(=O)[O-])CC(=O)[O-])(=O)[O-].C(CC(O)(C(=O)[O-])CC(=O)[O-])(=O)[O-].[Mg+2].[Mg+2].[Mg+2] Magnesium dicitrat